C1(CC1)COC1=CC(=CC2=C1C=C(O2)C2SC=1C(=N2)N=C(N1)OC)OC 2-(4-(cyclopropylmethoxy)-6-methoxybenzofuran-2-yl)-5-methoxyimidazo[5,4-d]thiazole